N1N=CC(=C1)C1=CC=C(C=C1)NC1=NC(=NC=C1)C1=CC=C2C=C(N(C2=C1)C)C(=O)N1CC(C1)=CC#N 2-(1-(6-(4-((4-(1H-pyrazol-4-yl)phenyl)amino)pyrimidin-2-yl)-1-methyl-1H-indole-2-carbonyl)azetidin-3-ylidene)acetonitrile